(E)-N-(4-(1-(6-(4-(5-(2-(2,6-dioxopiperidin-3-yl)-1,3-dioxoisoindolin-4-yl)pent-4-yn-1-yl)piperazin-1-yl)pyridazine-3-carbonyl)piperidin-4-yl)butyl)-3-(pyridin-3-yl)acrylamide O=C1NC(CCC1N1C(C2=CC=CC(=C2C1=O)C#CCCCN1CCN(CC1)C1=CC=C(N=N1)C(=O)N1CCC(CC1)CCCCNC(\C=C\C=1C=NC=CC1)=O)=O)=O